6-(3,5-dichloro-4-((6-chloro-5-isopropylpyridazin-3-yl)oxy)phenyl)-2-ethyl-1,2,4-triazine-3,5(2H,4H)-dione ClC=1C=C(C=C(C1OC=1N=NC(=C(C1)C(C)C)Cl)Cl)C=1C(NC(N(N1)CC)=O)=O